ClC1=CC=C(C=2C=CNC12)C=O 7-CHLORO-1H-INDOLE-4-CARBALDEHYDE